COC=1C=C2C(=CC=NC2=CC1OC)OC1=CC=C(C=C1)NC(=O)C1(CC1)C(=O)NC1=C(C=CC=C1)CN1CCCCC1 N-(4-{[6,7-bis(methyloxy)quinolin-4-yl]oxy}phenyl)-N'-[2-(piperidin-1-ylmethyl)phenyl]cyclopropane-1,1-dicarboxamide